CN(C=1C=C(C=C2C=NN(C12)C)N)C N7,N7,1-trimethylindazole-5,7-diamine